C(C)(C)(C)OC(=O)N1C(C(NCC1)=O)C1=CC(=C(C=C1)F)OCC1=C(C=C(C=C1)Cl)F (3-((4-chloro-2-fluorobenzyl)oxy)-4-fluorophenyl)-3-oxopiperazine-1-carboxylic acid tert-butyl ester